(1-acryloylpiperidin-4-yl)oxyl-N-(3,3,3-trifluoropropyl)-1H-pyrrolo[2,3-b]pyridine-3-carboxamide C(C=C)(=O)N1CCC(CC1)ON1C=C(C=2C1=NC=CC2)C(=O)NCCC(F)(F)F